(2S,4S)-1-(2-methylbenzofuro[3,2-d]pyrimidin-4-yl)-4-(pyridin-4-ylamino)pyrrolidine-2-carboxylic acid CC=1N=C(C2=C(N1)C1=C(O2)C=CC=C1)N1[C@@H](C[C@@H](C1)NC1=CC=NC=C1)C(=O)O